(trans-4-(2-oxo-3-(6-(trifluoromethyl)pyridin-3-yl)imidazolidin-1-yl)cyclohexyl)carbamic acid benzyl ester C(C1=CC=CC=C1)OC(N[C@@H]1CC[C@H](CC1)N1C(N(CC1)C=1C=NC(=CC1)C(F)(F)F)=O)=O